FC=1C=C(C=CC1P(=O)(O)O)[C@H](C(=O)N[C@@H]1B(OC2=C(C1)C=CC=C2C(=O)O)O)NC(=O)C2=CC=CN1C=CC=C21 (R)-3-((R)-2-(3-fluoro-4-phosphonophenyl)-2-(indolizine-8-carboxamido)acetamido)-2-hydroxy-3,4-dihydro-2H-benzo[e][1,2]oxaborinine-8-carboxylic acid